N-[7-methoxy-4-(morpholin-4-yl)-1H-1,3-benzodiazol-2-yl]-1-methyl-1H-pyrazole-4-carboxamide COC1=CC=C(C2=C1NC(=N2)NC(=O)C=2C=NN(C2)C)N2CCOCC2